CC1([C@]2(C(C[C@@H]1CC2)=O)CS(=O)(=O)Cl)C ((1R,4S)-7,7-dimethyl-2-oxobicyclo[2.2.1]heptane-1-yl)methanesulfonyl chloride